C(CC)N[SiH2]CC=C(C)C (n-propylamino)dimethylallylsilane